2-hydroxyethyl-bicyclo[2.2.1]hept-2-en-5-carboxylic acid OCCC12C=CC(C(C1)C(=O)O)C2